1,2-bis(2-hydroxy-N-ethylpyrrolidinyl)ethane OC1(N(CCC1)CC)CCC1(N(CCC1)CC)O